3,8-dibromo-1,10-phenanthroline palladium chloride [Pd](Cl)Cl.BrC=1C=NC2=C3N=CC(=CC3=CC=C2C1)Br